NC1=CC2=C(N(C(=N2)N2C[C@@H](CCC2)NC2=NC=C(C(=N2)OC)C#N)C)C=C1 (R)-2-((1-(5-Amino-1-methyl-1H-benzo[d]imidazol-2-yl)piperidin-3-yl)amino)-4-methoxypyrimidine-5-carbonitrile